CC1(C2=CC=CC=C2C=2C=CC(=CC12)NC1=CC=CC=2OC3=C(C21)C=CC=C3)C N-(9,9-dimethyl-9H-fluoren-2-yl)-1-dibenzofuranamine